rac-(1s,2s,3s)-1-amino-8-azaspiro[4.5]decane-2,3-diol trifluoroacetate FC(C(=O)O)(F)F.N[C@@H]1[C@@H]([C@H](CC12CCNCC2)O)O |r|